N1C(=CC2=CC=CC=C12)C(=O)N1CC=2N(CC1)N=CC2C(=O)N(C)C2(CC2)C2=NC=C(C=N2)C(=O)O 2-(1-(5-(1H-indole-2-carbonyl)-N-methyl-4,5,6,7-tetrahydropyrazolo[1,5-a]pyrazine-3-carboxamido)cyclopropyl)pyrimidine-5-carboxylic acid